FC1=C(COC=2C(=NC=CC2OC)C(=O)O)C=CC=C1 (2-fluoro-benzyloxy)-4-methoxy-pyridine-2-carboxylic acid